C(C)(C)(C)OC(=O)N1CC(C1)NC=1C=CC(=C(C(=O)N[C@H](C)C=2C=C(C=CC2)C2=CC=C(S2)C(=O)O)C1)C (R)-5-(3-(1-(5-((1-(tert-butoxycarbonyl)azetidin-3-yl)amino)-2-methylbenzamido)ethyl)phenyl)thiophene-2-carboxylic acid